26-Hydroxy-nonacosanoic acid OC(CCCCCCCCCCCCCCCCCCCCCCCCC(=O)O)CCC